FC(C(C)=NC1=C(C=CC=C1)OC)(F)F 1,1,1-trifluoro-N-(2-methoxyphenyl)propane-2-imine